C1(CC1)S(=O)(=O)NC1=CC=CC(=N1)C(C(=O)OCC)(C)C ethyl 2-(6-(cyclopropanesulfonamido)pyridin-2-yl)-2-methylpropanoate